COC=1C=C(C=CC1OC)C=1NC2=CC=C(C=C2C1CC)CN1CCN(CC1)C(=O)OC(C)(C)C tert-butyl 4-((2-(3,4-dimethoxyphenyl)-3-ethyl-1H-indol-5-yl) methyl)piperazine-1-carboxylate